N[C@@H]1[C@@H]2CC[C@H]2CN2C[C@]3(COC4=CC=C(C(NS(CCCCC1)(=O)=O)=O)C=C24)CCCC2=CC(=CC=C23)Cl (1S,3'R,6'R,7'S)-7'-AMINO-6-CHLORO-3,4-DIHYDRO-2H,15'H-SPIRO[NAPHTHALENE-1,22'-[20]OXA[13]THIA[1,14]DIAZATETRACYCLO[14.7.2.03,6.019,24]PENTACOSA[16,18,24]TRIEN]-15'-ONE 13',13'-DIOXIDE